15-((tert-butyldimethylsilyl) oxy)-5-(10-((tert-butyldimethylsilyl) oxy) decyl)-5-hydroxypentadecyl 4-methylbenzenesulfonate CC1=CC=C(C=C1)S(=O)(=O)OCCCCC(CCCCCCCCCCO[Si](C)(C)C(C)(C)C)(O)CCCCCCCCCCO[Si](C)(C)C(C)(C)C